3,3'-[Oxybisethylenebisoxybis(4,1-phenylene)]bis[1-(4-hydroxyphenyl)-2-propene-1-one] O(CCOC1=CC=C(C=C1)C=CC(=O)C1=CC=C(C=C1)O)CCOC1=CC=C(C=C1)C=CC(=O)C1=CC=C(C=C1)O